N(=[N+]=[N-])CC1N(CC2=CC=CC=C12)C1=C(C(N(N=C1)COCC[Si](C)(C)C)=O)C(F)(F)F 5-[1-(azidomethyl)-2,3-dihydro-1H-isoindol-2-yl]-4-(trifluoromethyl)-2-[[2-(trimethylsilyl)ethoxy]methyl]-2,3-dihydropyridazin-3-one